CC1(CC(CO1)N)C 5,5-Dimethyltetrahydrofuran-3-amine